2-[4-[8-chloro-7-[(2-methyl-3H-benzimidazol-5-yl)oxy]quinoxalin-2-yl]pyrazol-1-yl]-1-(3,3-difluoropyrrolidin-1-yl)ethanone ClC=1C(=CC=C2N=CC(=NC12)C=1C=NN(C1)CC(=O)N1CC(CC1)(F)F)OC1=CC2=C(N=C(N2)C)C=C1